trimethylolundecene methyl-4-(5-methylthiazol-2-yl)-2-thioxo-2,3-dihydrobenzo[d]oxazole-6-carboxylate COC(=O)C1=CC2=C(NC(O2)=S)C(=C1)C=1SC(=CN1)C.C(O)C(CCCCCCCCC=C)(CO)CO